ClC=1C=C(C=C(C1)C#N)CCN1C[C@H](C[C@H]1C)COC1=CC=C(C=C1)S(=O)(=O)CCN(C(C)=O)C N-[2-(4-{[(3S,5R)-1-[2-(3-chloro-5-cyanophenyl)ethyl]-5-methylpyrrolidin-3-yl]methoxy}benzenesulfonyl)ethyl]-N-methylacetamide